OC(C)(C)C=1SC(=CN1)[S@](=O)(N)=NC(NC1=C2CCC2=CC=2CCC12)=O (S)-2-(2-hydroxy-propan-2-yl)-N'-(tricyclo[6.2.0.03,6]deca-1,3(6),7-trien-2-yl-carbamoyl)thiazole-5-sulfonimidamide